COC=1C(=C2C=CNC2=C(C1)C)CN1N=C2C(N=CC(=C2)C#N)=C1 2-((5-methoxy-7-methyl-1H-indol-4-yl)methyl)-2H-pyrazolo[4,3-b]pyridine-6-carbonitrile